C(C=C)OC(C(C1=CC=CC=C1)OC1=NC(=CC(=C1C#N)C=1NC=CN1)C=1SC=CC1)=O [3-Cyano-4-(1H-imidazol-2-yl)-6-thiophen-2-yl-pyridin-2-yloxy]-phenyl-acetic acid allyl ester